FC1=C(N=C2N(C1=O)[C@H](CCN2CC(C2=NC=CC=C2)=O)C(F)(F)F)N2[C@@H](COCC2)C (R)-3-Fluoro-2-((R)-3-methylmorpholin-4-yl)-9-(2-oxo-2-pyridin-2-ylethyl)-6-trifluoromethyl-6,7,8,9-tetrahydro-pyrimido[1,2-a]-pyrimidin-4-one